N-(2,6-dichlorophenyl)-4-ethoxy-2-{[4-(4-ethylpiperazin-1-yl)phenyl]amino}pyrimidine-5-carboxamide ClC1=C(C(=CC=C1)Cl)NC(=O)C=1C(=NC(=NC1)NC1=CC=C(C=C1)N1CCN(CC1)CC)OCC